2-{6-Chloro-8-cyanoimidazo[1,2-a]pyridin-2-yl}-N-(5-cyclopropyl-1H-pyrazol-3-yl)propanamide ClC=1C=C(C=2N(C1)C=C(N2)C(C(=O)NC2=NNC(=C2)C2CC2)C)C#N